FC(S(=O)(=O)C=1C=C(C(=O)N)C=CC1)F 3-((difluoromethyl)sulfonyl)benzamide